2-(2-methoxy-4-ethylphenyl)formyloxy-1,3-propanediol COC1=C(C=CC(=C1)CC)C(=O)OC(CO)CO